tert-Butyl 7-(2,2-dimethyl-5-nitro-2,3-dihydrobenzofuran-6-yl)-2,7-diazaspiro[3.5]nonane-2-carboxylate CC1(OC2=C(C1)C=C(C(=C2)N2CCC1(CN(C1)C(=O)OC(C)(C)C)CC2)[N+](=O)[O-])C